C(C)OC(C[C@@H](C=1C=C(C=C(C1)C)C1=CC(=CC=C1)OC(F)(F)F)N)=O (S)-3-amino-3-(5-methyl-3'-(trifluoromethoxy)biphenyl-3-yl)propionic acid ethyl ester